(1r,3r)-3-(4-(2,2-difluorocyclopropyl)phenoxy)-N-((6-fluoroisoquinolin-5-yl)methyl)cyclobutan-1-amine FC1([C@H](C1)C1=CC=C(OC2CC(C2)NCC2=C3C=CN=CC3=CC=C2F)C=C1)F